C(C)OC(N([C@@H](CO)C)CC(OC)OC)=O (R)-(2,2-dimethoxyethyl)(1-hydroxypropan-2-yl)carbamic acid ethyl ester